N-(6-fluoro-2-(methylsulfonyl)isoindolin-5-yl)formamide FC1=C(C=C2CN(CC2=C1)S(=O)(=O)C)NC=O